C1(CCCC1)N1N=NC(=C1)C1=NC(=NC=C1)NC1=CC=C(C=C1)S(=O)(=O)N 4-((4-(1-cyclopentyl-1H-1,2,3-triazol-4-yl)pyrimidin-2-yl)amino)benzenesulfonamide